phenanthrene-9-carboxamide C1=CC=CC=2C3=CC=CC=C3C(=CC12)C(=O)N